O1CC(NC2=C1C=CC=C2)=O 4H-benzo[1,4]oxazine-3-one